CC1C=2C3=C(N(N=C3CCN1C)C1=NNC=C1)N=C(C2)N2[C@@H](COCC2)C (3R)-4-(6,7-dimethyl-2-(1H-pyrazol-3-yl)-6,7,8,9-tetrahydro-2H-1,2,3,7-tetraazabenzo[cd]azulen-4-yl)-3-methylmorpholine